1,1'-(bicyclo[2.2.1]heptane-2,5-diylbis(methylene))bis(1H-pyrrole-2,5-dione) C12C(CC(C(C1)CN1C(C=CC1=O)=O)C2)CN2C(C=CC2=O)=O